2-ethylquinazolin-4(3H)-one C(C)C1=NC2=CC=CC=C2C(N1)=O